2-benzyl-4-methylsulfanyl-5-m-tolyl-1,2-dihydro-3H-benzo[c]azepin-3-one C(C1=CC=CC=C1)N1CC2=C(C(=C(C1=O)SC)C=1C=C(C=CC1)C)C=CC=C2